CC(C)(C)NC(=O)OC1CC(C1)N tert-butyl (3-aminocyclobutyl) carbamate